CN1N=NC(=C1NC(O[C@H](C(F)F)C1=C(C=CC(=C1)F)F)=O)C1=NC(=C(C=C1)NS(=O)(=O)C)C (S)-1-(2,5-difluorophenyl)-2,2-difluoroethyl (1-methyl-4-(6-methyl-5-(methylsulfonamido) pyridin-2-yl)-1H-1,2,3-triazol-5-yl)carbamate